6-tert-butyl-4-(2,6-difluorophenoxy)-5-(4-fluorophenyl)thieno[2,3-d]pyrimidine C(C)(C)(C)C1=C(C2=C(N=CN=C2OC2=C(C=CC=C2F)F)S1)C1=CC=C(C=C1)F